FC1=C(C=C(C=C1)CC1=NNC(C2=CC=CC=C12)=O)C1=CC2=C(NC(=N2)NC(OCCN(C)C)=O)C=C1 2-(Dimethylamino)ethyl (5-(2-fluoro-5-((4-oxo-3,4-dihydrophthalazin-1-yl)methyl)phenyl)-1H-benzoimidazol-2-yl)carbamate